C(C)(=O)OC[C@H]1O[C@H]([C@@H](C1)OC(C)=O)N1C2=NC(=NC=C2N(C1=O)CC1(CC1)C#N)N ((2S,4R,5R)-4-acetoxy-5-(2-amino-7-((1-cyanocyclopropyl)methyl)-8-oxo-7,8-dihydro-9H-purin-9-yl)tetrahydrofuran-2-yl)methyl acetate